C1(CCC1)NC(=O)C=1C=C(C(N(C1)CC1=CC=C(C=C1)OC)=O)C(=O)NC N5-cyclobutyl-1-(4-methoxybenzyl)-N3-methyl-2-oxo-1,2-dihydropyridine-3,5-dicarboxamide